CC1=NC(=CC(=N1)NC1=NN2C(C=C(C=C2)C=2N(N=CC2OCC2(COCC2)C)C)=C1)C N-(2,6-dimethylpyrimidin-4-yl)-5-[2-methyl-4-[(3-methyltetrahydrofuran-3-yl)methoxy]pyrazol-3-yl]pyrazolo[1,5-a]pyridin-2-amine